CC(CC(=O)OC/C(=C(/COC(C(C)C)=O)\Br)/Br)C (2E)-2,3-dibromo-4-[(2-methylpropionyl)oxy]but-2-en-1-yl 3-methylbutanoate